[C@@H]1(C[C@H](O)[C@@H](CO)O1)N1C=NC2=C(N)NC(=O)N=C12 2'-deoxy-isoguanosine